CN1C=C(C(=C(C1=O)C)C)C1=CC=C2C=3C=C(C=CC3NC2=C1)C1=CCN(CC1)C(=O)OC(C)(C)C tert-butyl 4-(7-(1,4,5-trimethyl-6-oxo-1,6-dihydropyridin-3-yl)-9H-carbazol-3-yl)-5,6-dihydropyridine-1(2H)-carboxylate